[Ni](O)O.[Mn].[Co] cobalt-manganese nickel hydroxide